(perfluoro-n-octyl)ethylene FC(C(C(C(C(C(C(C(F)(F)F)(F)F)(F)F)(F)F)(F)F)(F)F)(F)F)(F)C=C